tert-butyl 4-(5-(2,8-dimethylimidazo[1,2-b]pyridazin-6-yl)-7-methoxy-2H-indazol-2-yl)piperidine-1-carboxylate CC=1N=C2N(N=C(C=C2C)C2=CC3=CN(N=C3C(=C2)OC)C2CCN(CC2)C(=O)OC(C)(C)C)C1